C(C)(=O)N1CC[C@@H]2N(C([C@H](C1)NC(=O)C=1NC3=CC=C(C=C3C1)C(F)(F)P(O)(O)=O)=O)[C@@H](CC2)C(=O)N2C1=C(OCC2)C=CC=C1 ((2-(((5S,8S,10aR)-3-acetyl-8-(3,4-dihydro-2H-benzo[b][1,4]oxazine-4-carbonyl)-6-oxodecahydropyrrolo[1,2-a][1,5]diazocin-5-yl)carbamoyl)-1H-indol-5-yl)difluoromethyl)phosphonic acid